[Si](C1=CC=CC=C1)(C1=CC=CC=C1)(C(C)(C)C)OCC=1C=C(C(NN1)=O)C1=CC=C(C=C1)F 6-[[(tert-butyldiphenylsilyl)oxy]methyl]-4-(4-fluorophenyl)-2,3-dihydropyridazin-3-one